CCCCCCCCCCCCCCCCCCCCC(=O)O[C@H](COC(=O)CCC/C=C\C/C=C\C/C=C\C/C=C\C/C=C\CC)COP(=O)([O-])OCC[N+](C)(C)C 1-(5Z,8Z,11Z,14Z,17Z-eicosapentaenoyl)-2-heneicosanoyl-glycero-3-phosphocholine